C(CC)OCC1CN(CCO1)CC1=CC=CC=C1 2-(propoxymethyl)-4-benzylmorpholine